3-ethyl-1-(2-fluoro-4-(2-(((3S,5S)-5-fluoropiperidin-3-yl)amino)-8-iso-propylpyrido[3,2-d]pyrimidin-6-yl)phenyl)pyrrolidin-2-one C(C)C1C(N(CC1)C1=C(C=C(C=C1)C=1C=C(C=2N=C(N=CC2N1)N[C@@H]1CNC[C@H](C1)F)C(C)C)F)=O